C(C)(=O)C=1C(=C(C(=C(C1)Cl)F)C(CNC(OC(C)(C)C)=O)O)OCC tert-Butyl [2-(3-acetyl-5-chloro-2-ethoxy-6-fluorophenyl)-2-hydroxyethyl]carbamate